1-[6-[2-(2,6-dichloro-3,5-dimethoxy-anilino)-3-pyridinyl]pyrimidin-4-yl]-4-(2-pyrrolidin-1-ylethoxy)benzene-1,2-diamine ClC1=C(NC2=NC=CC=C2C2=CC(=NC=N2)C2(C(C=C(C=C2)OCCN2CCCC2)N)N)C(=C(C=C1OC)OC)Cl